2,3-difluoro-4-butoxyphenylboronic acid FC1=C(C=CC(=C1F)OCCCC)B(O)O